cobalt tris(ethyl acetoacetate) C(C)CC(CC(=O)[O-])=O.C(C)CC(CC(=O)[O-])=O.C(C)CC(CC(=O)[O-])=O.[Co+3]